ClC=1C=C2C(=NC(=NC2=C(C1C1=C(C(=CC2=CC=CC=C12)O)O)F)OC[C@H]1N(CCC1)C)N1C2CNC(C1)C2 4-(6-chloro-4-{2,5-diazabicyclo[2.2.1]heptan-2-yl}-8-fluoro-2-{[(2S)-1-methylpyrrolidin-2-yl]methoxy}quinazolin-7-yl)naphthalen-2-olol